O=C1N(CCC1)CCCN(C1=CC=C(C=N1)C1=NC=2N(C(N(C(C2N1)=O)C1CCCCC1)=O)C1CCCCC1)C(=O)C1=CC(=C(C=C1)F)F 8-(6-{[3-(2-oxo-1-pyrrolidinyl)propyl](3,4-difluorophenyl)carbonylamino}-3-pyridinyl)-1,3-dicyclohexylxanthine